3'-(2,6-dimethylpyridin-4-yl)-4,4''-bis(3-methyl-9H-carbazol-9-yl)-5',6'-bis(9H-pyrido[3,4-b]indol-9-yl)-[1,1':4',1''-terphenyl]-2'-carbonitrile CC1=NC(=CC(=C1)C1=C(C(=C(C(=C1C1=CC=C(C=C1)N1C2=CC=CC=C2C=2C=C(C=CC12)C)N1C2=C(C3=CC=CC=C13)C=CN=C2)N2C1=C(C3=CC=CC=C23)C=CN=C1)C1=CC=C(C=C1)N1C2=CC=CC=C2C=2C=C(C=CC12)C)C#N)C